S1C2=C(C=C1)C(=CC=C2)NC2=NC(=NC=C2Br)C N-(benzo[b]thiophen-4-yl)-5-bromo-2-methylpyrimidin-4-amine